C(C)(C)N1C2=C(OCC1=O)C=CC=C2 N-isopropyl-3-oxo-3,4-dihydro-2H-benzo[b][1,4]oxazine